C1(=CC=CC=C1)[C@H]1[C@@H](C1)NC(=O)N1CCC(CC1)=CC1=CC(=CC=C1)OC1=NC=C(C=C1)Cl 4-[3-(5-chloro-pyridin-2-yloxy)-benzylidene]-piperidine-1-carboxylic acid ((1R,2S)-2-phenyl-cyclopropyl)-amide